5-cyclopentyl-1H-pyrazole-1-carboxylate C1(CCCC1)C1=CC=NN1C(=O)[O-]